O1C(C1)CO[Si](C(C)C)(C(C)C)C(C)C oxiran-2-ylmethoxy-tri(propan-2-yl)silane